CC1=CC=C(C=C1)S(=O)(=O)O.OC1CC(NC1)C(=O)N[C@@H](C)C1=CC=C(C=C1)C1=C(N=CS1)C 4-hydroxy-N-((S)-1-(4-(4-methylthiazol-5-yl)phenyl)ethyl)pyrrolidine-2-carboxamide p-toluenesulfonate